C(C1=CC(O)=C(O)C(O)=C1)(=O)O.C1(=CC=CC=C1)C1=CC=CC=C1 bi-phenyl gallate